3,9,9-triphenyl-9H-fluorene-2-amine C1(=CC=CC=C1)C=1C(=CC=2C(C3=CC=CC=C3C2C1)(C1=CC=CC=C1)C1=CC=CC=C1)N